1-methyl-3-(4-methylpent-3-enyl)cyclohex-3-ene CC1CC(=CCC1)CCC=C(C)C